C1(=CC=CC=C1)C(CCN1CC(CC1)(O)C)C1=CC=CC=C1 (3,3-diphenylpropyl)-3-methylpyrrolidin-3-ol